Thiophen-4-yl-methanol S1C=CC(=C1)CO